CN(C(COC(C1=CC(=C(C(=C1)OC)OC)OC)=O)(CC)C1=CC=CC=C1)C.C(C)N(C(C1=CN=CC=C1)=O)CC N,N-diethyl-nicotinamide [2-(dimethylamino)-2-phenylbutyl]-3,4,5-Trimethoxybenzoate